C(C)N1N(C2=NC(=NC=C2C1=O)NC1=CC=C(C=C1)C=1C=NN(C1)C)C1=NC(=CC=C1)OC1CCN(CC1)C 2-ethyl-1-[6-(1-methyl-4-piperidyloxy)-2-pyridyl]-6-[p-(1-methyl-4-pyrazolyl)phenylamino]-1,2-dihydro-3H-1,2,5,7-tetraazainden-3-one